CN(C)CC=1C=C(C=CC1)NC=1C=CC(=NC1)C1=CC=CC2=C1OC(CO2)CNC(=O)C2CCOCC2 Tetrahydro-pyran-4-carboxylic acid {8-[5-(3-dimethylaminomethyl-phenylamino)-pyridin-2-yl]-2,3-dihydro-benzo[1,4]dioxin-2-ylmethyl}-amide